4-chloro-2',6'-dimethyl-[1,1'-biphenyl]-2-amine ClC=1C=C(C(=CC1)C1=C(C=CC=C1C)C)N